E-11,13-tetradecadien-1-ol C(CCCCCCCCC\C=C\C=C)O